(9H-fluoren-9-yl)methyl (1-(4-((1-amino-13-oxo-3,6,9-trioxa-12-azahexadecan-16-yl)oxy)-5-methoxy-2-nitrophenyl)ethyl)carbamate Hydrochloride Cl.NCCOCCOCCOCCNC(CCCOC1=CC(=C(C=C1OC)C(C)NC(OCC1C2=CC=CC=C2C=2C=CC=CC12)=O)[N+](=O)[O-])=O